FC1=CC=C(C=C1)[C@H](C)N1N=CC(=C1)CNC1=NC=2N([C@H](C(NC2C(=N1)C)=O)C)C (7S)-2-(((1-((S)-1-(4-fluorophenyl)ethyl)-1H-pyrazol-4-yl)methyl)amino)-4,7,8-trimethyl-7,8-dihydropteridin-6(5H)-one